1-cyclopentyl-3-(5-(2-fluoro-5-((4-oxo-3,4-dihydrophthalazin-1-yl)methyl)phenyl)-1H-benzimidazol-2-yl)urea C1(CCCC1)NC(=O)NC1=NC2=C(N1)C=CC(=C2)C2=C(C=CC(=C2)CC2=NNC(C1=CC=CC=C21)=O)F